FC(C=1C=C(CNC(=O)C2=CC=C(C=C2)C2=C3C=C(NC3=CC=C2)C(=O)N)C=CC1)(F)F 4-(4-((3-(trifluoromethyl)benzyl)carbamoyl)phenyl)-1H-indole-2-carboxamide